[Si](C)(C)(C(C)(C)C)OC[C@@H]1CC=2C=CC(=NC2CC1)N (S)-6-(((tert-butyldimethylsilyl)oxy)methyl)-5,6,7,8-tetrahydroquinolin-2-amine